(Sa)-6-(4-Fluoro-1-(4-(6-(methylcarbamoyl)pyridin-3-yl)benzyl)-1H-indol-7-carboxamido)spiro[3.3]heptan FC1=C2C=CN(C2=C(C=C1)C(=O)NC1CC2(CCC2)C1)CC1=CC=C(C=C1)C=1C=NC(=CC1)C(NC)=O